1,8,11,18,26-pentaoxo-2,7,10,19,25,27-hexaazatriacontane-24,28,30-tricarboxylate O=CNCCCCNC(CNC(CCCCCCC(NCCCCC(NC(NC(CCC(=O)[O-])C(=O)[O-])=O)C(=O)[O-])=O)=O)=O